C(C)(C)(C)OC(=O)NCCC(=O)O N-(tert-Butoxycarbonyl)β-alanine